methyl 3-bromo-5-(2-hydroxyethoxy)benzoate BrC=1C=C(C(=O)OC)C=C(C1)OCCO